(+/-)-5-[4-(4-{[5-(difluoromethyl)-5-(hydroxymethyl)-5,6-dihydro-4H-1,3-oxazin-2-yl]amino}-2,6-difluorophenoxy)-1H-pyrrolo[2,3-b]pyridin-3-yl]-2-(propan-2-yloxy)benzonitrile FC([C@]1(CN=C(OC1)NC1=CC(=C(OC2=C3C(=NC=C2)NC=C3C=3C=CC(=C(C#N)C3)OC(C)C)C(=C1)F)F)CO)F |r|